phthalazin-1-amine formate salt C(=O)O.C1(=NN=CC2=CC=CC=C12)N